7-bromo-2-methylbenzo[d]oxazole BrC1=CC=CC=2N=C(OC21)C